4-(6-(4-bromophenyl)-4-chloro-5-cyanopyridin-2-yl)benzoic acid BrC1=CC=C(C=C1)C1=C(C(=CC(=N1)C1=CC=C(C(=O)O)C=C1)Cl)C#N